C(#C)C=1C=CC(=C(NC2=NC=NC3=CC=C(C=C23)[C@@H]2CN(CC2)C(C=C)=O)C1)F 1-[(3R)-3-[4-(5-Ethynyl-2-fluoro-anilino)quinazolin-6-yl]pyrrolidin-1-yl]prop-2-en-1-one